O=C([C@H](CC1CCNCC1)NC(OCC1=CC=CC=C1)=O)N1CCN(CC1)C1=CC=NC=C1 benzyl {(2S)-1-oxo-3-(piperidin-4-yl)-1-[4-(pyridin-4-yl)piperazin-1-yl]propan-2-yl}carbamate